C(C)C(C(=O)[O-])CCCC.[Na+] sodium 2-ethylhexanoate